tin (R)-1-(pyrimidin-2-yl)ethanol N1=C(N=CC=C1)[C@@H](C)O.[Sn]